benzene-1,3,5-triphosphonic acid C1(=CC(=CC(=C1)P(O)(=O)O)P(O)(=O)O)P(O)(=O)O